COC(C1=C(C=C(C=C1)C1=NN(C=N1)C1=CC=C(C=C1)C(F)(F)F)OC)=O 2-methoxy-4-(1-(4-(trifluoromethyl)phenyl)-1H-1,2,4-triazol-3-yl)benzoic acid methyl ester